1-(8-fluoro-2-((hexahydro-1H-Pyrrolizin-7a-yl)methoxy)-7-(quinolin-8-yl)pyrido[4,3-d]pyrimidin-4-yl)-3-methylpiperidin-3-ol FC1=C(N=CC2=C1N=C(N=C2N2CC(CCC2)(O)C)OCC21CCCN1CCC2)C=2C=CC=C1C=CC=NC21